C(CCC)SC1=NC(=C2N=CN(C2=N1)CC1=C(C(=CC=C1F)C)F)NCC1=C(C(=CC=C1F)C)F 2-(Butylsulfanyl)-N,9-bis(2,6-difluoro-3-methylbenzyl)-9H-purin-6-amine